N-(6-(4-methylpiperazin-1-yl)pyridin-3-yl)-3-(3-(pyridin-3-ylcarbamoyl)pyrazolo[1,5-a]pyridin-5-yl)-1H-pyrrolo[2,3-b]pyridine-5-carboxamide CN1CCN(CC1)C1=CC=C(C=N1)NC(=O)C=1C=C2C(=NC1)NC=C2C2=CC=1N(C=C2)N=CC1C(NC=1C=NC=CC1)=O